tert-butyl 6-(1-(5-fluoro-6-(3-hydroxyoxetan-3-yl)pyridin-2-yl)-2-isopropyl-3-oxo-2,3-dihydro-1H-pyrazolo[3,4-d]pyrimidin-6-ylamino)-3,4-dihydroisoquinoline-2(1H)-carboxylate FC=1C=CC(=NC1C1(COC1)O)N1N(C(C=2C1=NC(=NC2)NC=2C=C1CCN(CC1=CC2)C(=O)OC(C)(C)C)=O)C(C)C